2H-pyrimido[4,5-b]Indol-2-one N=1C(N=CC=2C1N=C1C=CC=CC21)=O